4-propylheptane-1,4-diol C(CC)C(CCCO)(CCC)O